dimethyl-1,3-propylenediamine CNCCCNC